O=C1NC(CCC1N1C(N(C2=C1C=CC=C2CCCOCCN2CCN(CC2)C(=O)OC(C)(C)C)C)=O)=O tert-butyl 4-[2-[3-[1-(2,6-dioxo-3-piperidyl)-3-methyl-2-oxo-benzimidazol-4-yl]propoxy]ethyl]piperazine-1-carboxylate